FC(C1=CC=C(C=C1)NC1CCN(CC1)S(=O)(=O)C1=CC=C(C=C1)C=1C=C2C(=NC1)NC=C2C#N)(F)F 5-(4-((4-((4-(Trifluoromethyl)phenyl)amino)piperidin-1-yl)sulfonyl)phenyl)-1H-pyrrolo[2,3-b]pyridine-3-carbonitrile